O1[C@H](COC2=C1C=CC=C2)CN2C[C@@](CCC2)(C)COCCF (S)-1-[(S)-1-(2,3-dihydro-benzo[1,4]dioxin-2-yl)methyl]-3-(2-fluoro-ethoxymethyl)-3-methyl-piperidine